nicotinic acid amide benzyl-nicotinate C(C1=CC=CC=C1)OC(C1=CN=CC=C1)=O.C(C1=CN=CC=C1)(=O)N